((R)-5-(((2R,3R,4R,5R,6R)-3,5-dihydroxy-6-(hydroxymethyl)-4-(4-(3,4,5-trifluorophenyl)-1H-1,2,3-triazol-1-yl)tetrahydro-2H-pyran-2-yl)methyl)-4,5-dihydroisoxazol-3-yl)pyridin-2(1H)-one O[C@H]1[C@H](O[C@@H]([C@@H]([C@@H]1N1N=NC(=C1)C1=CC(=C(C(=C1)F)F)F)O)CO)C[C@H]1CC(=NO1)N1C(C=CC=C1)=O